6-[2-(2,6-dichloro-3,5-dimethoxy-anilino)-3-pyridinyl]-N-[4-[(1-methylazetidin-3-yl)methoxy]-2-nitro-phenyl]pyrimidin-4-amine ClC1=C(NC2=NC=CC=C2C2=CC(=NC=N2)NC2=C(C=C(C=C2)OCC2CN(C2)C)[N+](=O)[O-])C(=C(C=C1OC)OC)Cl